5-((1R,3R)-3-(3-bromo-4-chlorophenyl)-2,2-dichloropropane-1-carboxamido)-2-chloro-N-(3-(2,2-difluoroacetamido)-2,4-difluorophenyl)benzamide BrC=1C=C(C=CC1Cl)CC(CC(=O)NC=1C=CC(=C(C(=O)NC2=C(C(=C(C=C2)F)NC(C(F)F)=O)F)C1)Cl)(Cl)Cl